(6-methyl-3-pyridyl)boronic acid CC1=CC=C(C=N1)B(O)O